5-methoxypyridin-2-amine COC=1C=CC(=NC1)N